ClC=1C=NN2C1C(NC1=CC(=C(C=C21)OC)CN2CCC(=CC2)C=2C=NC(=CC2)C(=O)NC)=O 1'-((3-chloro-8-methoxy-4-oxo-4,5-dihydropyrazolo[1,5-a]quinoxalin-7-yl)methyl)-N-methyl-1',2',3',6'-tetrahydro-[3,4'-bipyridine]-6-carboxamide